undecane-2,4,6,9-tetraene-1-carboxylic acid methyl ester COC(=O)CC=CC=CC=CCC=CC